C(C)(=O)N[C@H](C(=O)N[C@H](C(=O)N[C@H](C(=O)N[C@H](C(=O)N)CC(C)C)CCCCN)[C@H](CC)C)CC=1SC2=C(N1)C=CC(=C2)Cl (S)-2-((2S,3S)-2-((S)-2-acetamido-3-(6-chlorobenzo[d]thiazol-2-yl)propanamido)-3-methylpentanamido)-6-amino-N-((S)-1-amino-4-methyl-1-oxopentan-2-yl)hexanamide